N1=C(NCCCCNC2=NC(=NC(=N2)N)N)N=C(N)N=C1N tetramethylenebis(melamine)